2-(3-amino-1-benzofuran-2-ylprop-2-yl)-5,8-dimethylquinoline-4-carboxylic acid NCC(CC=1OC2=C(C1)C=CC=C2)C2=NC1=C(C=CC(=C1C(=C2)C(=O)O)C)C